C1(CC1)C([C@@H](C(=O)NC1=CC=C(C=C1)C1=C(N=CN1)C)NC(=O)C=1N(N=CC1)C(C)C)C1CC1 N-[(1S)-1-(dicyclopropylmethyl)-2-[4-(4-methyl-1H-imidazol-5-yl)anilino]-2-oxo-ethyl]-2-isopropyl-pyrazole-3-carboxamide